pentyl (R)-4-((3S,8S,9S,10R,13R,14S,17R)-3-hydroxy-10,13-dimethyl-2,3,4,7,8,9,10,11,12,13,14,15,16,17-tetradecahydro-1H-cyclopenta[a]phenanthren-17-yl)pentanoate O[C@H]1CC[C@@]2([C@H]3CC[C@@]4([C@H](CC[C@H]4[C@@H]3CC=C2C1)[C@@H](CCC(=O)OCCCCC)C)C)C